C(CCCCC)OCC(OCC(OCC(C)OC)C)C tripropyleneglycol methyl n-hexyl ether